4-[(6-fluoro-3,4-dihydro-2H-1,4-benzoxazin-4-yl)sulfonyl]benzaldehyde FC=1C=CC2=C(N(CCO2)S(=O)(=O)C2=CC=C(C=O)C=C2)C1